N-(1-ethylpiperidin-4-yl)-N-methyl-2-(1-phenyl-1H-pyrazol-4-yl)-1,3-oxazole-4-carboxamide C(C)N1CCC(CC1)N(C(=O)C=1N=C(OC1)C=1C=NN(C1)C1=CC=CC=C1)C